C(C)(C)(C)C=1C(=C(C=C(C1)C(C)(C)C)N=C(CC(C)OC(C1=CC=CC=C1)=O)C)O benzoic acid [4-(3,5-di-tert-butyl-2-hydroxyphenylimino)-2-pentyl] ester